BrC1=CC=C(C=C1)C(=O)C1=CC=CC=C1 (4-bromophenyl)-(phenyl)-methanone